CNC(=O)C1CNC(C1)=O N-methyl-5-oxo-pyrrolidine-3-carboxamide